C(C)N1C(NC=2NC(=NC2C1=O)CN1CCN(CC1)C=1C=CC(=NC1)C(=O)NC)=O 5-(4-((1-ethyl-2,6-dioxo-2,3,6,9-tetrahydro-1H-purin-8-yl)methyl)piperazin-1-yl)-N-methylpicolinamide